4-(3,5-dimethylphenoxy)phenylhydrazine hydrochloride Cl.CC=1C=C(OC2=CC=C(C=C2)NN)C=C(C1)C